1-(4-(difluoromethyl)-3-fluorophenyl)ethan-1-one FC(C1=C(C=C(C=C1)C(C)=O)F)F